N1CC(C1)CC1=CC=C2C=C(C(=C(C2=C1)F)N1CC(NS1(=O)=O)=O)O 5-{7-[(azetidin-3-yl)methyl]-1-fluoro-3-hydroxynaphthalen-2-yl}-1λ6,2,5-thiadiazolidine-1,1,3-trione